C(C)(C)C1=C(C(=CC=C1)C(C)C)NC1=C(C=CC=2C3=C(OC21)C=C2C=CC=CC2=C3)[N+](=O)[O-] N-(2,6-diisopropylphenyl)-3-nitronaphtho[2,3-b]benzofuran-4-amine